(7-(3,4-dimethoxyphenyl)pyrazolo[1,5-a]pyrimidin-2-yl)(4-(pyrimidin-2-yl)piperazin-1-yl)methanone COC=1C=C(C=CC1OC)C1=CC=NC=2N1N=C(C2)C(=O)N2CCN(CC2)C2=NC=CC=N2